ClC1=C(C=CC2=C1C(=NCC=1N2C(=NN1)C)C=1C(=C(C=CC1F)O)F)Cl 3-(7,8-dichloro-1-methyl-4H-[1,2,4]triazolo[4,3-a][1,4]benzodiazepin-6-yl)-2,4-difluoro-phenol